N1C=NC=C1C[C@@H](C(=O)O)NC(=O)[C@H]1NCCC1 (2S)-3-(1H-imidazol-5-yl)-2-[[(2S)-pyrrolidine-2-carbonyl]amino]propanoic acid